COC(=O)[C@@H]1N(CCC1)C1CCN(CC1)C(=O)OC(C)(C)C tert-Butyl 4-[(2R)-2-(methoxycarbonyl)pyrrolidin-1-yl]piperidine-1-carboxylate